C(#N)C=1C=C(C=CC1)C(CCC1CC1)(N[S@](=O)C(C)(C)C)C=1C=CC(=C(C1)NC(=O)[C@@H]1N(C[C@@H](C1)O)C(=O)NC1=CC=CC2=CC=CC=C12)F (2R,4R)-N2-(5-((-)-1-(3-cyanophenyl)-3-cyclopropyl-1-((R)-1,1-dimethylethylsulfinamido)propyl)-2-fluorophenyl)-4-hydroxy-N1-(naphthalen-1-yl)pyrrolidine-1,2-dicarboxamide